C(C(C(C([2H])([2H])[2H])([2H])[2H])([2H])[2H])(=O)O [2H7]butyric acid